methyl (2R,5S)-5-(4-chlorobenzyl)-4-(4-(1-methyl-1H-1,2,3-triazol-4-yl)cyclohexyl)morpholine-2-carboxylate 2,2,2-trifluoroacetate FC(C(=O)O)(F)F.ClC1=CC=C(C[C@H]2CO[C@H](CN2C2CCC(CC2)C=2N=NN(C2)C)C(=O)OC)C=C1